TMS(cis-3,5,3-trimethoxystilbene) [Si](C)(C)(C)C1C(=CC(=CC1(OC)OC)OC)\C=C/C1=CC=CC=C1